C(C)(=O)O[C@@H](COC1=CC=C(C=C1)C(C)(C)C1=CC(=C(C(=C1)Cl)OC[C@@H](CCl)O)Cl)COC (R)-1-(4-(2-(3,5-dichloro-4-((S)-3-chloro-2-hydroxypropoxy)phenyl)propan-2-yl)phenoxy)-3-methoxypropan-2-yl acetate